C(C)OCCOC1=C(C=CC=C1)OC (2-Ethoxyethoxy)-2-methoxybenzene